FC=1C=C2N(CCN(C2=CC1)C(CCN1[C@@H](CCCC1)C)=O)C1=CC=C(C=C1)F (R)-1-(6-fluoro-4-(4-fluorophenyl)-3,4-Dihydroquinoxalin-1(2H)-yl)-3-(2-methylpiperidin-1-yl)propan-1-one